COC=1C=NN(C1)CC=1N(C2=C(C=NC=3C=CC(=CC23)C(F)(F)F)N1)[C@H]1C[C@H](OCC1)C 2-[(4-methoxy-1H-pyrazol-1-yl)methyl]-1-[(2r,4r)-2-methyltetrahydro-2H-pyran-4-yl]-8-(trifluoromethyl)-1H-imidazo[4,5-c]quinoline